ClC1C(C(=CC=2NC3=CC=CC=C3C(C12)(C)C)Cl)=O 1,3-dichloro-9,9-dimethylacridan-2-one